[Br-].C1(=CC=CC=C1)N1N=[NH+]C(=N1)C1=CC=CC=C1 3,5-di-phenyltetrazolium bromide